3-((7-chloro-2,2,3,3-tetrafluoro-1-oxido-2,3-dihydrobenzo[b]thiophen-6-yl)oxy)-5-fluorobenzonitrile ClC1=C(C=CC2=C1S(C(C2(F)F)(F)F)=O)OC=2C=C(C#N)C=C(C2)F